C(C)OC(=O)C1C2CC[C@H](C12)OC=1C(=NC(=CC1)C=1N=NN(C1CO)C)C (±)-(2R)-2-((6-(5-(hydroxymethyl)-1-methyl-1H-1,2,3-triazol-4-yl)-2-methyl-pyridin-3-yl)oxy)bicyclo[3.1.0]hexane-6-carboxylic acid ethyl ester